C(C)(=O)SCCC(C(=O)OC)(C)C1=CC(=CC=C1)Br methyl 4-(acetylthio)-2-(3-bromophenyl)-2-methylbutanoate